1-(5-bromo-2-ethynylphenyl)-4-(prop-2-ene-1-yl)piperidine BrC=1C=CC(=C(C1)N1CCC(CC1)CC=C)C#C